ethyl (Z)-cyclooct-4-ene-1-carboxylate C1(CC\C=C/CCC1)C(=O)OCC